6-chloro-N-methoxy-4-((2-methoxy-3-(2-methyl-2H-1,2,3-triazol-4-yl)phenyl)amino)-N-methylnicotinamide ClC1=NC=C(C(=O)N(C)OC)C(=C1)NC1=C(C(=CC=C1)C1=NN(N=C1)C)OC